carboxylmethylchlorosilane C(=O)(O)C[SiH2]Cl